ethylenediamine-tetraacetate C(CN(CC(=O)[O-])CC(=O)[O-])N(CC(=O)[O-])CC(=O)[O-]